C(C)OC([C@@H](N=P(=O)OC1=CC=C(C=C1)C(C)(C)C)C)=O (4-(tert-butyl)phenoxy)phosphoryl-L-alanine ethyl ester